C(CC\C=C\C)OC(CC1=CC=CC=C1)=O (E)-Hex-4-en-1-yl-2-phenylacetat